C1(CC1)C(=O)NC1=CC(=C(N=N1)C(=O)NC([2H])([2H])[2H])NC=1C=NC=C(C1OC)C1=NN(N=C1)C1CC1 6-(cyclopropanecarboxamido)-4-((5-(2-cyclopropyl-2H-1,2,3-triazol-4-yl)-4-methoxypyridin-3-yl)amino)-N-(methyl-d3)pyridazine-3-carboxamide